FCCCN1C[C@H](CC1)OC1=CC=C(C=C1)C1=C(CCCC2=C1C=CC(=C2)O)C2=CC1=C(N=C(O1)C)C=C2 5-[4-[(3S)-1-(3-fluoropropyl)pyrrolidin-3-yl]oxyphenyl]-6-(2-methyl-1,3-benzoxazol-6-yl)-8,9-dihydro-7H-benzo[7]annulen-2-ol